3-Amino-6-cyclopropyl-4-(7-fluoro-1H-indazol-4-yl)-7-methyl-1H-1,5-naphthyridin-2-one NC=1C(NC2=CC(=C(N=C2C1C1=C2C=NNC2=C(C=C1)F)C1CC1)C)=O